FC=1C(=NC(=NC1)N[C@H]1[C@@H](COCC1)O)C=1C=C2C(=NC(=NC2=CC1)C(C)(C)O)C(C)C (3S,4R)-4-((5-fluoro-4-(2-(2-hydroxypropan-2-yl)-4-isopropylquinazolin-6-yl)pyrimidin-2-yl)amino)tetrahydro-2H-pyran-3-ol